(17S,20S)-1-amino-17-isopropyl-20-methyl-15,18-dioxo-3,6,9,12-tetraoxa-16,19-diazaheneicosane NCCOCCOCCOCCOCCC(N[C@H](C(NC(C)C)=O)C(C)C)=O